C1(CC1)C1=NC=NC(=C1C1=NC=2N(C(C=NC2C=N1)=O)CC1=CC(=C(C(=C1)OC)C=1N(C=C(N1)C(F)(F)F)C(C)C)F)OC 2-(4-cyclopropyl-6-methoxypyrimidin-5-yl)-8-({3-fluoro-4-[1-isopropyl-4-(trifluoromethyl)imidazol-2-yl]-5-methoxyphenyl}methyl)pteridin-7-one